3-bromo-1-(4-chlorophenyl)-2,2-difluorobut-3-en-1-yl 4-bromophenyl sulfide BrC1=CC=C(C=C1)SC(C(C(=C)Br)(F)F)C1=CC=C(C=C1)Cl